Decanoic acid ethyl ester C(C)OC(CCCCCCCCC)=O